Methyl-2-[acetyl(4-trifluoromethylbenzyl)amino]-4,7-dihydro-5H-spiro[1-benzothiophene-6,2'-[1,3]dioxolane] Ethyl-2-((4-fluoro-2,5-dimethylphenyl)amino)oxazole-4-carboxylate C(C)OC(=O)C=1N=C(OC1)NC1=C(C=C(C(=C1)C)F)C.CC1OC2(OC1)CC1=C(C=C(S1)N(CC1=CC=C(C=C1)C(F)(F)F)C(C)=O)CC2